ClC1=CC=C(C=C1)C(=O)NC=1C=C(C(=O)O)C=CC1N1CCN(CC1)C1=C(C=CC(=C1)C)C 3-{[(4-chlorophenyl)carbonyl]amino}-4-[4-(2,5-dimethylphenyl)piperazin-1-yl]benzoic acid